COC1=C(C=C(C=C1)NC1=NC(=CC(=N1)NC)C)N1C=CC=2C1=CN=CC2 2-N-(4-methoxy-3-[1H-pyrrolo[2,3-c]pyridin-1-yl]phenyl)-4-N,6-dimethylpyrimidine-2,4-diamine